Methyl 6-cyclopropyl-2-((4-(hydroxymethyl)-1H-1,2,3-triazol-1-yl)methyl)imidazo[1,2-a]pyridine-8-carboxylate C1(CC1)C=1C=C(C=2N(C1)C=C(N2)CN2N=NC(=C2)CO)C(=O)OC